FC1=CC=C(C=C1)C1=C(C=NC=C1)[N+](=O)[O-] 4-(4-fluorophenyl)-3-nitropyridine